2,3-dihydro-1-benzothiophene S1CCC2=C1C=CC=C2